(2S,3S,4S,5R)-N-[3-(1-[4-chloro-3-[([1-[4-(2-cyclopropoxyphenyl)pyridin-3-yl]cyclopropyl]amino)methyl]phenyl]cyclopropyl)propyl]-3,4,5,6-tetrahydroxyoxane-2-carboxamide ClC1=C(C=C(C=C1)C1(CC1)CCCNC(=O)[C@H]1OC([C@@H]([C@H]([C@@H]1O)O)O)O)CNC1(CC1)C=1C=NC=CC1C1=C(C=CC=C1)OC1CC1